trans-4-(2-(2-Hydroxyethoxy)acetamido)-N-(3-(1-isopropyl-1H-pyrazol-4-yl)phenyl)-N-((trans-4-(4-methoxy-3-methylphenyl)cyclohexyl)methyl)cyclohexanecarboxamide OCCOCC(=O)N[C@@H]1CC[C@H](CC1)C(=O)N(C[C@@H]1CC[C@H](CC1)C1=CC(=C(C=C1)OC)C)C1=CC(=CC=C1)C=1C=NN(C1)C(C)C